6-AminocaproiC Acid NCCCCCC(=O)O